7-methyltridec-6,10-diene-2,5-dione CC(=CC(CCC(C)=O)=O)CCC=CCC